N-(4-(4-(6-(4,4-difluoropiperidin-1-yl)-4-methylpyridin-2-yl)-1H-1,2,3-triazol-1-yl)-3-(6-azaspiro[2.5]octan-6-yl)phenyl)-2-hydroxyethane-1-sulfonamide FC1(CCN(CC1)C1=CC(=CC(=N1)C=1N=NN(C1)C1=C(C=C(C=C1)NS(=O)(=O)CCO)N1CCC2(CC2)CC1)C)F